FC=1C=C2C(C(N(C2=CC1)C1CCN(CC1)C1CCC(CC1)C(C)C)=O)NC(OCC)=O ethyl (5-fluoro-1-(1-((1s,4s)-4-isopropylcyclohexyl)piperidin-4-yl)-2-oxoindolin-3-yl)carbamate